(S)-6-(((R)-1-carboxy-2-(1-methyl-1H-indol-3-yl)ethyl)amino)-6-oxohexane-1,5-diaminium methanesulfonate CS(=O)(=O)[O-].C(=O)(O)[C@@H](CC1=CN(C2=CC=CC=C12)C)NC([C@H](CCCC[NH3+])[NH3+])=O.CS(=O)(=O)[O-]